N-(2-chloro-3'-(5-((3-fluoroazetidin-1-yl)methyl)-6-methoxypyridin-2-yl)-2'-methyl-[1,1'-biphenyl]-3-yl)-1,5-dimethyl-4,5,6,7-tetrahydro-1H-imidazo[4,5-c]pyridine-2-carboxamide ClC1=C(C=CC=C1NC(=O)C=1N(C2=C(CN(CC2)C)N1)C)C1=C(C(=CC=C1)C1=NC(=C(C=C1)CN1CC(C1)F)OC)C